ClC1=C2C=CNC2=CC(=C1)NC1=NC(=CC(=C1)NC1=CC(=C(C(=O)NC)C=C1)F)C#N 4-({2-[(4-chloro-1H-indol-6-yl)amino]-6-cyanopyridin-4-yl}amino)-2-fluoro-N-methylbenzamide